Cl.C(C=C)C(CN)CC=C Diallylethylamine hydrochloride